C(\C=C/C(=O)O)(=O)[O-].[NH4+] mono-ammonium maleate